N-methyl-6-(3-methyl-4-((8-methyl-6-oxo-7-(trifluoromethyl)-5,6-dihydro-1,5-naphthyridin-3-yl)methyl)piperazin-1-yl)pyridazine-3-carboxamide CNC(=O)C=1N=NC(=CC1)N1CC(N(CC1)CC=1C=NC=2C(=C(C(NC2C1)=O)C(F)(F)F)C)C